N-(4-((4-amino-2-butyl-1H-imidazo[4,5-c]quinolin-1-yl)methyl)benzyl)nonadecanamide NC1=NC=2C=CC=CC2C2=C1N=C(N2CC2=CC=C(CNC(CCCCCCCCCCCCCCCCCC)=O)C=C2)CCCC